2,6-dimethoxy-N-(8'-methoxy-4'H-spiro[cyclopropane-1,5'-naphtho[2,1-d]isoxazol]-3'-yl)benzenesulfonamide COC1=C(C(=CC=C1)OC)S(=O)(=O)NC1=NOC2=C1CC1(C3=CC=C(C=C32)OC)CC1